NC1(COC2=C(O1)C=CC=C2N2CCNCC2)N 2,2-Diamino-5-(piperazin-1-yl)-2,3-dihydro-1,4-benzodioxine